ClC=1C(=C2C=NNC2=C(C1F)C=C(C)C)C=1N=CC=2N(C1)C=C(N2)NC(=O)C2C(C2)F N-(6-(5-chloro-6-fluoro-7-(2-methylprop-1-en-1-yl)-1H-indazol-4-yl)imidazo[1,2-a]pyrazin-2-yl)-2-fluorocyclopropane-1-carboxamide